methyl-1-(4-isopropylphenyl)-2-hydroxy-2-methylpropan-1-one CCC(C(=O)C1=CC=C(C=C1)C(C)C)(C)O